C(C)(C)(C)OC(N(C)CCC(=O)N1CCN(CC1)C1=NC=C(C=C1)C#N)=O N-[3-[4-(5-cyano-2-pyridinyl)piperazin-1-yl]-3-oxopropyl]-N-methylcarbamic acid tert-butyl ester